(S)-2-((cis-3-(hydroxymethyl)cyclobutyl)amino)-7-isopropyl-4,8-dimethyl-7,8-dihydropteridin-6(5H)-one OC[C@H]1C[C@H](C1)NC1=NC=2N([C@H](C(NC2C(=N1)C)=O)C(C)C)C